FC(C(=O)O)(F)F.O=C1NC(CCC1N1C(C2=CC=CC=C2C1=O)=O)=O 2-(2,6-dioxopiperidin-3-yl)isoindole-1,3-dione trifluoroacetate